hexamethyl-phosphoric acid-triamide CN(P(N(C)C)(N(C)C)=O)C